NC1=C(C=C(C=2C(C3=CC(=CC=C3C(C12)=O)C(=O)O)=O)Br)S(=O)(=O)O 1-amino-6-carboxyl-4-bromoanthraquinone-2-sulfonic acid